ClC1=CC=C(OC=2C=C(C(=NC2)C)NC(C=C)=O)C=C1 N-{5-(4-chlorophenoxy)-2-methylpyridin-3-yl}acrylamide